N-(5-ethynyl-2-fluorophenyl)-6-(imidazolidin-1-yl)pyrido[3,2-d]pyrimidin-4-amine C(#C)C=1C=CC(=C(C1)NC=1C2=C(N=CN1)C=CC(=N2)N2CNCC2)F